N-(3-(morpholinomethyl)-5-(trifluoromethyl)phenyl)-6-(pyrazolo[1,5-a]pyrazine-3-carbonyl)-4,5,6,7-tetra-hydrothieno[2,3-c]pyridine-3-carboxamide O1CCN(CC1)CC=1C=C(C=C(C1)C(F)(F)F)NC(=O)C1=CSC=2CN(CCC21)C(=O)C=2C=NN1C2C=NC=C1